1-(7-Bromo-6-(4-cyano-3-fluorophenyl)-1H-imidazo[4,5-c]pyridin-4-yl)piperidin-4-ylcarbamic acid tertiary Butyl ester C(C)(C)(C)OC(NC1CCN(CC1)C1=NC(=C(C2=C1N=CN2)Br)C2=CC(=C(C=C2)C#N)F)=O